C[C@]1(CN(CCC1)C=1N=CC2=C(N1)C(=NC=N2)NC2=CC(=C(C=C2)OC2=CC1=C(N(N=N1)C)C=C2)C)NC(C=C)=O (S)-N-(3-methyl-1-(8-((3-methyl-4-((1-methyl-1H-benzo[d][1,2,3]triazol-5-yl)oxy)phenyl)amino)pyrimido[5,4-d]pyrimidin-2-yl)piperidin-3-yl)acrylamide